C(CCCCCCCCCCCCC)(=O)C(C(C(O)C(CCCCCCCCCCCCC)=O)O)O di-myristoyl-glycerol